FC1=CC=C(C=C1)C1=C(C=C(C=C1)C1=CC=C(C=C1)F)O 2,5-bis(4-fluorophenyl)phenol